methyl 5-(tert-butyl)-9,11-bis(difluoromethoxy)-1-(2,4-dimethoxybenzyl)-2-oxo-1,2,5,6-tetrahydropyrido[2',1':2,3]imidazo[4,5-h]quinoline-3-carboxylate C(C)(C)(C)C1C=2C=C(C(N(C2C2=C(C1)N1C(=N2)C(=CC(=C1)OC(F)F)OC(F)F)CC1=C(C=C(C=C1)OC)OC)=O)C(=O)OC